6-(1,3-benzoxazol-2-yl)-2-[(diphenylmethyl)(ethyl)amino]-5-hydroxy-3-methyl-3,4-dihydropyrimidin-4-one O1C(=NC2=C1C=CC=C2)C2=C(C(N(C(=N2)N(CC)C(C2=CC=CC=C2)C2=CC=CC=C2)C)=O)O